cis-1-(tert-butyl)-3-(3-(4-(tert-butyl)-1H-1,2,3-triazol-1-yl)cyclopentyl)-1H-pyrazol-5-amine C(C)(C)(C)N1N=C(C=C1N)[C@@H]1C[C@@H](CC1)N1N=NC(=C1)C(C)(C)C